COC(=O)C1=CC2=C(N3C(S2)=NC(=C3)C3=C(C=C(C=C3)C3N(CCC3)C(=O)OC(C)(C)C)F)C=C1OC (4-(1-(tert-butoxycarbonyl)pyrrolidin-2-yl)-2-fluorophenyl)-6-methoxybenzo[d]imidazo[2,1-b]thiazole-7-carboxylic acid methyl ester